1-(isopropylamino)-4-oxo-1,4-dihydropyridine-3-carboxylic acid ethyl ester C(C)OC(=O)C1=CN(C=CC1=O)NC(C)C